FC(S(=O)(=O)OCC(F)(F)C1CC1)(F)F 2-cyclopropyl-2,2-difluoroethyl trifluoromethanesulfonate